N-[(3R,4R)-1-(2-aminoethyl)-4-hydroxypyrrolidin-3-yl]acetamide NCCN1C[C@H]([C@@H](C1)O)NC(C)=O